(5-(3,5-difluorophenyl)-4,5-dihydro-1H-pyrazol-1-yl)(1-(4-(3-(3-methoxypropoxy)phenyl)pyridin-2-yl)piperidin-4-yl)methanone FC=1C=C(C=C(C1)F)C1CC=NN1C(=O)C1CCN(CC1)C1=NC=CC(=C1)C1=CC(=CC=C1)OCCCOC